N-(4-(8-fluoro-2,3-dihydrobenzo[f][1,4]oxazepin-4(5H)-yl)-2,6-dimethylphenyl)-2-(3-fluorobicyclo[1.1.1]pentan-1-yl)acetamide FC1=CC2=C(CN(CCO2)C2=CC(=C(C(=C2)C)NC(CC23CC(C2)(C3)F)=O)C)C=C1